(S)-N-(3-(2-((1,5-dimethyl-1H-pyrazol-3-yl)amino)-5-methylpyrimidin-4-yl)-1H-indol-7-yl)-2-(3-((6-((2-hydroxyethyl)amino)pyrazin-2-yl)oxy)pyrrolidin-1-yl)acetamide CN1N=C(C=C1C)NC1=NC=C(C(=N1)C1=CNC2=C(C=CC=C12)NC(CN1C[C@H](CC1)OC1=NC(=CN=C1)NCCO)=O)C